FC(C(=O)O)(F)F.N12CCN(C(CC1)CC2)C(=O)C=2C1=C(N(N2)C2=CC=C(C=C2)OC)CCOC1 (1,4-diazabicyclo[3.2.2]nonan-4-yl)(1-(4-methoxyphenyl)-1,4,6,7-tetrahydropyrano[4,3-c]pyrazol-3-yl)methanone 2,2,2-trifluoroacetate